Cl.Cl.CN1C=NC(=C1)C1=C2CNCC2=CC=C1NC1=CC=C(C=C1)C(F)(F)F 4-(1-methyl-1H-imidazol-4-yl)-N-(4-(trifluoromethyl)phenyl)isoindolin-5-amine dihydrochloride